methyl 2-oxo-1-(2,2,2-trifluoroethyl)-5-vinyl-1,2-dihydropyridine-3-carboxylate O=C1N(C=C(C=C1C(=O)OC)C=C)CC(F)(F)F